ethylenediphthalimide C1=CC(=C2C(=C1)C(=O)NC2=O)CCC3=C4C(=CC=C3)C(=O)NC4=O